3-(5-chloro-2-((S)-3,3-difluoro-2-methylazetidin-1-yl)-6-(trifluoromethyl)pyrimidin-4-yl)-5-((R)-pyrrolidin-3-yl)-1,2,4-oxadiazole ClC=1C(=NC(=NC1C(F)(F)F)N1[C@H](C(C1)(F)F)C)C1=NOC(=N1)[C@H]1CNCC1